COC([C@H](CBr)NC(=O)OC(C)(C)C)=O.C1=CC=CC=2C3=CC=CC=C3N(C12)CC(C)SC1=NN=NN1C (9H-carbazol-9-yl)-2-((1-methyl-1H-tetrazol-5-yl)thio)propan methyl-(R)-3-bromo-2-((tert-butoxycarbonyl)amino)propanoate